(+/-)-trans-3-((2-(5-fluoro-1H-pyrrolo[2,3-b]pyridin-3-yl)-6-phenylpyrimidin-4-yl)amino)bicyclo[2.2.2]octane-2-carboxylic acid FC=1C=C2C(=NC1)NC=C2C2=NC(=CC(=N2)NC2C(C1CCC2CC1)C(=O)O)C1=CC=CC=C1